NC=1C=C(C=CC1)C1=C2CCN(C2=CC=C1)C(=O)C=1SC(=CN1)CN/C(=N\C#N)/NC1=CC=NC=C1 (E)-1-({2-[4-(3-aminophenyl)indoline-1-carbonyl]thiazol-5-yl}methyl)-2-cyano-3-(pyridin-4-yl)guanidine